3-([1,2,4]triazolo[1,5-a]pyridin-6-yl)-2-(6-methylpyridin-2-yl)-6-(pyrazin-2-yl)-5,6-dihydro-2H-pyrazolo[3,4-c]pyridin-7(4H)-one N=1C=NN2C1C=CC(=C2)C=2N(N=C1C(N(CCC12)C1=NC=CN=C1)=O)C1=NC(=CC=C1)C